C[Si](N(C(C)=O)C1=CC=CC=C1)(N(C(C)=O)C1=CC=CC=C1)C dimethylbis-(N-phenylacetamido)silane